C(CC)C=1NC(=C(N1)C)C 2-propyl-4,5-dimethylimidazole